FC1(CCC(CC1)[C@@H](C=1OC2=C(N1)C(=C(C=C2)C(COC)O)F)NC(OC(C)(C)C)=O)F tert-butyl ((1S)-(4,4-difluorocyclohexyl)(4-fluoro-5-(1-hydroxy-2-methoxyethyl)benzo[d]oxazol-2-yl)methyl)carbamate